(S)-N4-(sec-butyl)-N2-(2-methoxy-4-(morpholinosulfonyl)phenyl)-5-(trifluoromethyl)-7H-pyrrolo[2,3-d]pyrimidine-2,4-diamine [C@H](C)(CC)NC=1C2=C(N=C(N1)NC1=C(C=C(C=C1)S(=O)(=O)N1CCOCC1)OC)NC=C2C(F)(F)F